C(C)(C)(C)OC(=O)N1C(C(C2=CC=C(C=C12)C#N)C(=O)O)CN(C1=CC2=CC=CC=C2C=C1)C 1-(tert-Butoxycarbonyl)-6-cyano-2-((methyl(naphthalen-2-yl)amino)methyl)indoline-3-carboxylic acid